FC(C1=C(OC[C@](CC(C)C)(N)C)C=CC(=C1)C1=NC(=NC=C1)C)F (S)-1-(2-(difluoromethyl)-4-(2-methylpyrimidin-4-yl)phenoxy)-2,4-dimethyl-pentan-2-amine